3-[1-(3-trifluoromethyl-phenyl)-ethyl]-urea FC(C=1C=C(C=CC1)C(C)NC(N)=O)(F)F